2-methyl-8-(4-piperidyloxy)-3,4-dihydro-2H-pyrido[3,2-f][1,4]oxazepin-5-one CC1OC2=C(C(NC1)=O)C=CC(=N2)OC2CCNCC2